6-phenylbenzo[b]thiophene-2-methanol C1(=CC=CC=C1)C=1C=CC2=C(SC(=C2)CO)C1